C1CN=C(N1)C2=CC=CC=C2 2-phenylimidazoline